O=C1NC(CCC1N1C(C2=CC=CC(=C2C1=O)N1CCN(CC1)CC(=O)O)=O)=O 2-(4-(2-(2,6-dioxopiperidin-3-yl)-1,3-dioxoisoindolin-4-yl)piperazin-1-yl)acetic acid